7-(benzyloxy)-3-methylimidazo[1,2-a]pyridine C(C1=CC=CC=C1)OC1=CC=2N(C=C1)C(=CN2)C